BrC1=CC=C(C=C1)C1=CC2=C(N(C3=CC=CC=C23)C)S1 2-(p-Bromophenyl)-8-methyl-8H-thieno(2,3-b)indole